C(#N)C1=C(C=C(NC([C@H](COC2=CC=C(C=C2)C#N)C)=O)C=C1)C(F)(F)F (S)-1-(4-cyano-3-(trifluoromethyl)anilino)-3-(4-cyanophenoxy)-2-methyl-1-oxopropane